3-(1-Methyl-7-(2-(4-(4-methylthiazole-2-carbonyl)piperazin-1-yl)-2-oxoethoxy)-1H-indazol-3-yl)piperidine-2,6-dione CN1N=C(C2=CC=CC(=C12)OCC(=O)N1CCN(CC1)C(=O)C=1SC=C(N1)C)C1C(NC(CC1)=O)=O